4-(pentafluorosulfanyl)aniline FS(C1=CC=C(N)C=C1)(F)(F)(F)F